2,3-dihydroxy-6-nitro-7-sulfamoyl-benzo(f)-quinoxaline OC=1C(=NC=2C=C(C3=C(C2N1)C=CC=C3S(N)(=O)=O)[N+](=O)[O-])O